C(C)(C)(C)OC(=O)NC[C@H](C)N1C=NC=C1C(=O)OC methyl (S)-1-(1-((tert-butoxycarbonyl)amino)propan-2-yl)-1H-imidazole-5-carboxylate